(R)-tert-Butyl 3-(((1-(6-methoxy-5-methylpyridin-3-yl)-4,5,7,8-tetrahydro-1H-oxepino[4,5-c]pyrazol-3-yl)oxy)methyl)piperidine-1-carboxylate COC1=C(C=C(C=N1)N1N=C(C2=C1CCOCC2)OC[C@H]2CN(CCC2)C(=O)OC(C)(C)C)C